N-[[6-[2-(ethoxymethoxy)-5-methyl-4-(trifluoromethyl)phenyl]pyridazin-3-yl]methyl]tetrahydropyran-4-amine C(C)OCOC1=C(C=C(C(=C1)C(F)(F)F)C)C1=CC=C(N=N1)CNC1CCOCC1